F[P-](F)(F)(F)(F)F.C(CC)C1=NC=CN1C propyl-3-methylimidazole hexafluorophosphate